C(#C)C1=CC(N(C=2N=C(N=CC21)NC2=CC=C(C=C2)C2CCN(CC2)C)C2=CC=CC=C2)=O 5-Ethynyl-2-{[4-(1-methylpiperidin-4-yl)phenyl]amino}-8-phenylpyrido[2,3-d]pyrimidin-7-one